P(=O)(O)(O)C=CC1=CC=CC=C1 α-Phosphonostyrol